(2'S,7S)-2,3-Dichloro-2'-methyl-spiro[4,5-dihydrothieno[2,3-c]pyran-7,4'-piperidine]-4-ol ClC1=C(C2=C(S1)[C@]1(C[C@@H](NCC1)C)OCC2O)Cl